N-(4-chlorobenzyl)-4-methyl-N-methylbenzamide ClC1=CC=C(CN(C(C2=CC=C(C=C2)C)=O)C)C=C1